N[C@H](C(=O)OC(C(C1=CC=C(C=C1)F)C1=CC=C(C=C1)F)C)C [2,2-bis(4-fluorophenyl)-1-methyl-ethyl] (2S)-2-aminopropanoate